C(C)(C)C1CC=C(C1)CC(C=O)C (±)-3-(4-isopropyl-1-cyclopenten-1-yl)-2-methylpropanal